N-(2-(3-Chloro-1-methyl-1H-pyrazol-4-yl)pyrimidin-4-yl)-6-fluoro-5-isopropyl-8-((2R,3S)-2-methyl-3-((Methanesulfonyl)methyl)azetidin-1-yl)isoquinolin-3-amine ClC1=NN(C=C1C1=NC=CC(=N1)NC=1N=CC2=C(C=C(C(=C2C1)C(C)C)F)N1[C@@H]([C@H](C1)CS(=O)(=O)C)C)C